tricyclohexanoyl-triaminotriphenylbenzene C1(CCCCC1)C(=O)C1=C(C(=C(C=C1)C1=C(C(=C(C(=C1N)N)N)C1=CC=CC=C1)C1=CC=CC=C1)C(=O)C1CCCCC1)C(=O)C1CCCCC1